ClC1=CC=C(S1)C1=NC(=C(C(=N1)NC1=CC=C(C=C1)C=1C(CCC1O)=O)CC)C 2-[4-[[2-(5-Chloro-2-thienyl)-5-ethyl-6-methyl-pyrimidin-4-yl]amino]phenyl]-3-hydroxy-cyclopent-2-en-1-one